COC=1C=CC(=NC1)COC=1C=C2CNC(C2=CC1)=O 5-[(5-methoxy-2-pyridinyl)methoxy]isoindolin-1-one